[Pd].[Pd].C(C1=CC=CC=C1)=CC(=O)C=CC1=CC=CC=C1 (dibenzylideneacetone) dipalladium (0)